COC(C1=C(C(=CC(=C1)C=1NC(=CN1)CC)C1CCC1)C)=O cyclobutyl-5-(5-ethyl-1H-imidazol-2-yl)-2-methylbenzoic acid methyl ester